2,4-dimethyl-1,3,5-dioxazine CC1OC=NC(O1)C